C1(CC1)[C@]1(C(N(C[C@H]1C)C=1C=2N(C=C(N1)C=1C=NN(C1)C1COC1)N=CC2)=O)C#N (3R,4S)-3-cyclopropyl-4-methyl-1-[6-[1-(oxetan-3-yl)pyrazol-4-yl]pyrazolo[1,5-a]pyrazin-4-yl]-2-oxopyrrolidine-3-carbonitrile